(2S,4R)-N-[4-[[4-[[3-(2,3-difluoro-4-methoxyphenyl)imidazo[1,2-a]pyrazin-8-yl]amino]-2-methylbenzoyl]amino]cyclohexyl]-4-hydroxypyrrolidine-2-carboxamide FC1=C(C=CC(=C1F)OC)C1=CN=C2N1C=CN=C2NC2=CC(=C(C(=O)NC1CCC(CC1)NC(=O)[C@H]1NC[C@@H](C1)O)C=C2)C